BrC1=CC2=C(CCCCC2=O)C=C1 3-bromo-6,7,8,9-tetrahydro-5H-benzo[7]annulen-5-one